(2R,8S)-2-(benzyloxy)-8-((tert-butyldiphenylsilyl)oxy)-2-(trifluoromethyl)nonanoic acid ethyl ester C(C)OC([C@](CCCCC[C@H](C)O[Si](C1=CC=CC=C1)(C1=CC=CC=C1)C(C)(C)C)(C(F)(F)F)OCC1=CC=CC=C1)=O